NC1=C2C(=NC=N1)N(N=C2C=2C=C(C=CC2)O)C(C)(C)C 3-(4-amino-1-(tert-butyl)-1H-pyrazolo[3,4-d]pyrimidin-3-yl)phenol